2,5-difluoro-4-[4-methyl-5-oxo-3-(propan-2-yl)-4,5-dihydro-1H-1,2,4-triazol-1-yl]benzoic acid tert-butyl ester C(C)(C)(C)OC(C1=C(C=C(C(=C1)F)N1N=C(N(C1=O)C)C(C)C)F)=O